(S)-2-((2-amino-3-bromo-1,5-naphthyridin-4-yl)amino)pentan-1-ol NC1=NC2=CC=CN=C2C(=C1Br)N[C@H](CO)CCC